(2R,3S)-3-((2-(2-ethoxy-7-methylquinoxalin-5-yl)-5-fluorobenzo[d]thiazol-6-yl)oxy)butan-2-yl (6-((2-hydroxy-2-methylpropyl)carbamoyl)pyridin-3-yl)carbamate OC(CNC(=O)C1=CC=C(C=N1)NC(O[C@H](C)[C@H](C)OC1=CC2=C(N=C(S2)C2=C3N=CC(=NC3=CC(=C2)C)OCC)C=C1F)=O)(C)C